CC1(OCC2(C3=CC=CC=C13)CC(CCC2)=O)C 1',1'-Dimethylspiro[cyclohexane-1,4'-Isochroman]-3-one